((S)-1-(4-chlorophenyl)ethyl)-2-methyl-6-(1-methyl-1H-indol-6-yl)pyrimidin-4-amine ClC1=CC=C(C=C1)[C@H](C)C=1C(=NC(=NC1C1=CC=C2C=CN(C2=C1)C)C)N